(5R)-5-([2-(2-{[3-chloro-4'-(trifluoromethyl)[biphenyl]-4-yl]methoxy}phenyl)ethyl]{2-[4-(methoxycarbonyl)phenyl]ethyl}amino)-5,6,7,8-tetrahydroquinoline-2-carboxylate ClC=1C=C(C=CC1COC1=C(C=CC=C1)CCN([C@H]1C=2C=CC(=NC2CCC1)C(=O)[O-])CCC1=CC=C(C=C1)C(=O)OC)C1=CC=C(C=C1)C(F)(F)F